N-((3R,4S)-4-((6-(2,6-dichloro-3,5-dimethoxyphenyl)-8-(4-hydroxypiperidin-1-yl)pyrido[3,4-d]pyrimidin-2-yl)amino)tetrahydrofuran-3-yl)acryl-amide ClC1=C(C(=C(C=C1OC)OC)Cl)C1=CC2=C(N=C(N=C2)N[C@H]2[C@H](COC2)NC(C=C)=O)C(=N1)N1CCC(CC1)O